(2-pyrazinyl)acetophenone N1=C(C=NC=C1)CC(=O)C1=CC=CC=C1